ClC1=NC=C(C(=N1)Cl)C(C(F)(F)F)(F)F 2,4-dichloro-5-(perfluoroethyl)pyrimidine